Cl.NC1[C@H]2CC(C[C@@H]12)(O)C1=C2C=NNC2=CC(=C1)Cl (1R,3r,5S,6r)-6-amino-3-(6-chloro-1H-indazol-4-yl)bicyclo[3.1.0]Hexane-3-ol Hydrochloride salt